Br[C@H](C(=O)OCC)C ethyl (S)-(-)-2-bromopropionate